(R)-(6-(4-(2-isopropoxyphenyl)piperidin-1-yl)-2-azaspiro[3.4]octan-2-yl)(oxetan-3-yl)methanone C(C)(C)OC1=C(C=CC=C1)C1CCN(CC1)[C@H]1CC2(CN(C2)C(=O)C2COC2)CC1